ClC1=C(C(=C(C=C1OC)OC)Cl)C1CCC=2C(=NNC2C1)N 6-(2,6-dichloro-3,5-dimethoxyphenyl)-4,5,6,7-tetrahydro-1H-indazol-3-amine